C(#C)C=1C(=CC=C2C=C(C=C(C12)C1=C(C=2N=C(N=C(C2C=N1)N(C[C@@H]1NCCC1)C)N1CCC(CC1)(O)C)F)O)F (R)-1-(7-(8-ethynyl-7-fluoro-3-hydroxynaphthalen-1-yl)-8-fluoro-4-(methyl(pyrrolidin-2-ylmethyl)amino)pyrido[4,3-d]pyrimidin-2-yl)-4-methylpiperidin-4-ol